3-butyl-7-(ethylthio)-5-(4-fluorophenyl)-8-hydroxy-2,3,4,5-tetrahydro-1,5-benzothiazepine 1,1-dioxide C(CCC)C1CS(C2=C(N(C1)C1=CC=C(C=C1)F)C=C(C(=C2)O)SCC)(=O)=O